N-((4E,8Z)-1,3-dihydroxyoctadeca-4,8-dien-2-yl)tetracosanamide OCC(C(\C=C\CC\C=C/CCCCCCCCC)O)NC(CCCCCCCCCCCCCCCCCCCCCCC)=O